2,6-dinitroterephthalic acid [N+](=O)([O-])C1=C(C(=O)O)C(=CC(=C1)C(=O)O)[N+](=O)[O-]